(2R)-6-chloro-4-oxo-N-(3-{2-oxo-2-[3-(trifluoromethoxy)azetidin-1-yl]ethoxy}bicyclo[1.1.1]pentan-1-yl)-3,4-dihydro-2H-1-benzopyran-2-carboxamide ClC=1C=CC2=C(C(C[C@@H](O2)C(=O)NC23CC(C2)(C3)OCC(N3CC(C3)OC(F)(F)F)=O)=O)C1